ClC=1C=C2C(=NC(=NC2=C(C1C1=C2C(=NNC2=CC=C1C)C1CC1)F)OC[C@H]1N(CCC1)C)N1CCC2(CN(C2)C(C=C)=O)CC1 1-(7-(6-chloro-7-(3-cyclopropyl-5-methyl-1H-indazol-4-yl)-8-fluoro-2-(((S)-1-methylpyrrolidin-2-yl)methoxy)quinazolin-4-yl)-2,7-diazaspiro[3.5]nonan-2-yl)prop-2-en-1-one